[Mg+2].P(=O)(ONC([C@@](CCN1C(C=C(C(=C1)F)C1=C(C=C(C=C1)OC)F)=O)(S(=O)(=O)C)C)=O)([O-])[O-] (R)-4-(5-fluoro-4-(2-fluoro-4-methoxyphenyl)-2-oxopyridin-1(2H)-yl)-2-methyl-2-(methylsulfonyl)butanamido phosphate, magnesium salt